C(CC)(=S)OC(CCCCC)O hexanediol dithiopropionate